(R*)-6-Chloro-4-(3-(4-(4-(dimethoxymethyl)piperidin-1-yl)phenyl)piperidin-1-yl)pyridazin-3-amine ClC1=CC(=C(N=N1)N)N1C[C@H](CCC1)C1=CC=C(C=C1)N1CCC(CC1)C(OC)OC |o1:10|